4-(3,5-Difluorophenoxy)-7-(trifluoromethyl)-1H-indazole FC=1C=C(OC2=C3C=NNC3=C(C=C2)C(F)(F)F)C=C(C1)F